CP(O)(O)=O.[NH4+] ammonium dihydrogen methylphosphonate